3-iodo-4-methoxy-1-(tetrahydro-2H-pyran-2-yl)-1H-indazole-6-carbaldehyde IC1=NN(C2=CC(=CC(=C12)OC)C=O)C1OCCCC1